bis-(1-phenylisoquinolinyl)iridium C1(=CC=CC=C1)C1=NC(=CC2=CC=CC=C12)[Ir]C=1N=C(C2=CC=CC=C2C1)C1=CC=CC=C1